FC1=C2C=CN(C2=CC(=C1OC=1C=CC(=C(C#N)C1)O)F)COCC[Si](C)(C)C 5-[4,6-Difluoro-1-(2-trimethylsilylethoxymethyl)indol-5-yl]oxy-2-hydroxy-benzonitrile